rac-(1S*,2S*)-2-(5-chloro-2-(difluoromethoxy)phenyl)cyclopropane-1-carboxylic acid ClC=1C=CC(=C(C1)[C@@H]1[C@H](C1)C(=O)O)OC(F)F |r|